3-(2-hydroxyethyl)phenylboronic acid pinacol ester OCCC=1C=C(C=CC1)B1OC(C)(C)C(C)(C)O1